C[C@H]1O[C@H]([C@H]2[C@@H](O1)C1=CC=CC=C1C2)C (2S,4S,4aS,9bR)-2,4-dimethyl-4,4a,5,9b-tetrahydroindeno[1,2-d][1,3]dioxine